NCCN(C1=CC=C(C=C1)C1(N=C(C2=C(N1)SC=C2C)NC2(CC2)C)N)C 2-(4-((2-aminoethyl)(methyl)amino)phenyl)-5-methyl-N4-(1-methylcyclopropyl)thieno[2,3-d]pyrimidine-2,4-Diamine